dimethyl-silylidene(cyclopentadienyl)(9-fluorenyl)zirconium C[Si](=[Zr](C1C2=CC=CC=C2C=2C=CC=CC12)C1C=CC=C1)C